1-Benzhydryl-4-o-tolylpiperidin-4-ol C(C1=CC=CC=C1)(C1=CC=CC=C1)N1CCC(CC1)(O)C1=C(C=CC=C1)C